3-[2-[[1-[2-chloro-4-[[5-(2,3-difluoro-4-methoxy-phenyl)-1-methyl-imidazole-2-carbonyl]amino]benzoyl]-4-piperidinyl]amino]-2-oxo-ethyl]pyrrolidine-1-carboxylic acid tert-butyl ester C(C)(C)(C)OC(=O)N1CC(CC1)CC(=O)NC1CCN(CC1)C(C1=C(C=C(C=C1)NC(=O)C=1N(C(=CN1)C1=C(C(=C(C=C1)OC)F)F)C)Cl)=O